N-(4-((3R,4S)-3-amino-4-fluoropiperidin-1-yl)-5-(1-(difluoromethyl)-1H-pyrazol-4-yl)pyridin-2-yl)-2-(2-fluoro-6-methoxyphenyl)pyrimidin-4-amine hydrochloride Cl.N[C@@H]1CN(CC[C@@H]1F)C1=CC(=NC=C1C=1C=NN(C1)C(F)F)NC1=NC(=NC=C1)C1=C(C=CC=C1OC)F